OC1=C(CC2=C(C(=CC(=C2)C)CC2=C(C=CC(=C2)C)O)C=2C(=C(C=CC2)O)C)C=C(C=C1)C 2,6-bis(2-hydroxy-5-methyl-benzyl)-4-methylphenyl-methyl-phenol